(Z)-2-(3-cyclopropylmethoxy-4-methoxyphenyl)-3-(2,6-dimethyl-4-carbonylpyridin-1(4H)-yl)-acrylic acid C1(CC1)COC=1C=C(C=CC1OC)/C(/C(=O)O)=C/N1C(=CC(C=C1C)=C=O)C